C1N(CC2=CC=CC=C12)CC=1OC=C(C(C1)=O)OCC1CCN(CC1)S(=O)(=O)N1CCCC1 2-(isoindolin-2-ylmethyl)-5-((1-(pyrrolidin-1-ylsulfonyl)piperidin-4-yl)methoxy)-4H-pyran-4-one